CC1(CC1)C1=CN=CC=2N=C(N=C(C21)N)C2=C1C(=NC=C2)NC=C1 (1-methylcyclopropyl)-2-{1H-pyrrolo[2,3-b]pyridin-4-yl}pyrido[3,4-d]pyrimidin-4-amine